C(CC[NH3+])CC(=O)N The molecule is an organic cation and conjugate acid of 5-aminopentanamide, arising from protonation of the amino group; major species at pH 7.3. It is an ammonium ion derivative and an organic cation. It is a conjugate acid of a 5-aminopentanamide.